3-methoxy-N-[(1s,4s)-4-{[2,6-bis(trifluoromethyl)pyridin-4-yl]amino}cyclohexyl]benzamide COC=1C=C(C(=O)NC2CCC(CC2)NC2=CC(=NC(=C2)C(F)(F)F)C(F)(F)F)C=CC1